COC1=C(C(=CC(=C1)COC)OC)S(=O)(=O)Cl 2,6-dimethoxy-4-(methoxymethyl)benzene-1-sulfonyl chloride